COC([C@H](CCCC1=CC=C(C=C1)OCC)O)=O (2S)-5-(4-ethoxyphenyl)-2-hydroxyvaleric acid methyl ester